N[C@H](C(F)C1=C(C2=NC(=CC(=C2S1)NCC=1SC=CN1)Cl)Br)C 2-[(2S)-2-amino-1-fluoropropyl]-3-bromo-5-chloro-N-[(1,3-thiazol-2-yl)methyl]thieno[3,2-b]pyridin-7-amine